N-[7-(trifluoromethyl)-2,3-dihydroimidazo[1,2-c]quinazolin-5-yl]-amide FC(C1=CC=CC=2C=3N(C(=NC12)[NH-])CCN3)(F)F